1-[((5S,7S)-3-{[1-(4-methylphenyl)-1H-1,2,3-triazol-4-yl]methyl}-2-oxo-1-oxa-3-azaspiro[4.5]dec-7-yl)methyl]-1H-benzimidazole-6-carbonitrile CC1=CC=C(C=C1)N1N=NC(=C1)CN1C(O[C@]2(C1)C[C@H](CCC2)CN2C=NC1=C2C=C(C=C1)C#N)=O